CCCCCCCCCCCCCCCC(=O)O[C@H](CC(=O)[O-])C[N+](C)(C)C Palmitoyl-L-carnitine